5-methyl-6-[3-(1-propylpyrazol-4-yl)-7,8-dihydro-5H-1,6-naphthyridin-6-yl]pyridine-3-carbonitrile CC=1C=C(C=NC1N1CC=2C=C(C=NC2CC1)C=1C=NN(C1)CCC)C#N